ClC1=CC(=C(C(=C1)C)C1=CC=C(N=N1)N1C[C@H](CCC1)CNC(C)=O)O N-[[(3R)-1-[6-(4-chloro-2-hydroxy-6-methyl-phenyl)pyridazin-3-yl]-3-piperidyl]methyl]acetamide